but-1,3-dien-1-yl 4-methoxybenzoate COC1=CC=C(C(=O)OC=CC=C)C=C1